I.CN methyl-amine hydriodic acid salt